5-[(Methoxymethyl)oxy]-4-methyl-3,4-dihydro-2H-chromen-7-yl(2-phenyl)acetylene COCOC1=C2C(CCOC2=CC(=C1)C#CC1=CC=CC=C1)C